5,6-dichloro-4-fluoro-1-(tetrahydro-2H-pyran-2-yl)-1H-indazole ClC=1C(=C2C=NN(C2=CC1Cl)C1OCCCC1)F